O=C1NC(CCC1N1C(C2=CC=C(C=C2C1)N1CCC(CC1)CN1CCC(CC1)N1CC=C(C=2NC=3C=C(C=CC3C21)C#N)NC(C)C)=O)=O 1-(1-((1-(2-(2,6-dioxopiperidin-3-yl)-1-oxoisoindolin-5-yl)piperidin-4-yl)methyl)piperidin-4-yl)-4-(isopropylamino)-5H-pyrido[3,2-b]indole-7-carbonitrile